C(C)(C)C1=NC(=CC(=N1)OP(O)(O)=S)C.C[Si](CC#C)(C)C Trimethyl-(prop-2-yn-1-yl)silane 2-isopropyl-6-methylpyrimidin-4-yl-phosphorothioate